(R)-1-(1-(4-(2-(1-cyanocyclopropyl)pyridin-3-yl)phenyl)-2-hydroxyethyl)-3-(2-ethynylthiazol-4-yl)urea C(#N)C1(CC1)C1=NC=CC=C1C1=CC=C(C=C1)[C@H](CO)NC(=O)NC=1N=C(SC1)C#C